2-(5-fluorothiophen-2-yl)-5-(5-methylisoxazol-4-yl)aniline FC1=CC=C(S1)C1=C(N)C=C(C=C1)C=1C=NOC1C